N-(1-benzothien-2-yl)adamantan-1-carboxamide S1C(=CC2=C1C=CC=C2)NC(=O)C21CC3CC(CC(C2)C3)C1